COC1=CC=2C(=NN(N2)C2=C(C=C(C=C2)O)O)C=C1 4-(5-methoxy-2H-benzotriazol-2-yl)-1,3-benzenediol